N1=C(C=CC=C1)C=1SC(=NN1)C1=NC=CC=C1 2,5-dipyridin-2-yl-1,3,4-thiadiazole